NC=1C2=C(N=C(N1)C)N(C=C2)[C@H]2C([C@@]1([C@H](O2)[C@@H](CC1)CC1=CC=C2C=C(C(=NC2=C1)N)Br)O)O (2R,3aS,6S,6aR)-2-(4-amino-2-methyl-7H-pyrrolo[2,3-d]pyrimidin-7-yl)-6-((2-amino-3-bromoquinolin-7-yl)methyl)hexahydro-3aH-cyclopenta[b]furan-3,3a-diol